C(C1=CC=CC=C1)(C1=CC=CC=C1)N1[C@@H]([C@H](C1)CS(=O)(=O)CC)C (2R,3S)-1-benzhydryl-3-(ethylsulfonylmethyl)-2-methylazetidine